4-(3,4-difluorophenyl)-1-(5-methyl-6-(1-methyl-1H-pyrazol-4-yl)pyrazin-2-yl)piperidin-4-ol FC=1C=C(C=CC1F)C1(CCN(CC1)C1=NC(=C(N=C1)C)C=1C=NN(C1)C)O